FC(C1=CC=C(C=C1)NC=1C(=NC=CN1)N1CCN(CC1)C(C)=O)(F)F 1-(4-(3-((4-(trifluoromethyl)phenyl)amino)pyrazin-2-yl)piperazin-1-yl)ethan-1-one